cyano-N-(3-methylphenyl)-[3,4'-bipyridine]-5-carboxamide C(#N)C1=NC=C(C=C1C1=CC=NC=C1)C(=O)NC1=CC(=CC=C1)C